Cl.CN1C=NC=C1C(=O)NC1=C(C=CC(=C1)C(NC1CCNCC1)=O)C 1-Methyl-N-[2-methyl-5-(piperidin-4-ylcarbamoyl)phenyl]-1H-imidazole-5-carboxamide hydrochloride